NC[C@@]1(CC[C@@H](OC1)C(=O)N1[C@H](C2=CC=CC=C2CC1)C1=CC=C(C=C1)F)O ((2R,5R)-5-(aminomethyl)-5-hydroxytetrahydro-2H-pyran-2-yl)((S)-1-(4-fluorophenyl)-3,4-dihydroisoquinolin-2(1H)-yl)methanone